[2-(3-ethylsulfonyl-2-pyridyl)-1,3-benzoxazol-5-yl]-methylimino-oxo-(trifluoromethyl)-λ6-sulfane C(C)S(=O)(=O)C=1C(=NC=CC1)C=1OC2=C(N1)C=C(C=C2)S(C(F)(F)F)(=O)=NC